1-amino-4-[(1-methylethyl)amino]anthraquinone NC1=CC=C(C=2C(C3=CC=CC=C3C(C12)=O)=O)NC(C)C